C1=CC=CC=2C3=CC=CC=C3N(C12)C=1C=C(C=C(C1)N1C2=CC=CC=C2C=2C=CC=CC12)[Si](C1=CC=CC=C1)(C1=CC=CC=C1)C1=CC(=CC(=C1)N1C2=CC=CC=C2C=2C=CC=CC12)N1C2=CC=CC=C2C=2C=CC=CC12 bis[3,5-bis(9H-carbazol-9-yl)phenyl]diphenylsilane